CCCN(CCC)S(=O)(=O)C1=CC=C(C=C1)C(=O)O The molecule is a sulfonamide in which the nitrogen of 4-sulfamoylbenzoic acid is substituted with two propyl groups. It has a role as a uricosuric drug. It is a sulfonamide and a member of benzoic acids.